beta-D-glucosamine pentapropionate C(CC)(=O)O.C(CC)(=O)O.C(CC)(=O)O.C(CC)(=O)O.C(CC)(=O)O.O[C@H]1[C@H](N)[C@@H](O)[C@H](O)[C@H](O1)CO